C(C)C1=NN=C(S1)CN (5-ethyl-1,3,4-thiadiazol-2-yl)methylamine